tert-butyl (3-amino-5-methoxyphenethyl)carbamate NC=1C=C(CCNC(OC(C)(C)C)=O)C=C(C1)OC